FC=1C(=C2C(=NC(=NN2C1)NC1CCC2(COC2)CC1)OC)C=1C=CC2=C(N(N=N2)C[C@H](C)F)C1 (S)-6-fluoro-5-(1-(2-fluoropropyl)-1H-benzo[d][1,2,3]triazol-6-yl)-4-methoxy-N-(2-oxaspiro[3.5]nonan-7-yl)pyrrolo[2,1-f][1,2,4]triazin-2-amine